[C@H]12COC[C@@H]2C1NC1=NN2C(C(=N1)NC)=C(C=C2)C2=CC=C1C(=N2)N(C(=N1)C)CC(F)F N2-((1R,5S,6r)-3-Oxabicyclo[3.1.0]hexan-6-yl)-5-(3-(2,2-difluoroethyl)-2-methyl-3H-imidazo[4,5-b]pyridin-5-yl)-N4-methylpyrrolo[2,1-f][1,2,4]triazine-2,4-diamine